(M)-5-Amino-3-cyano-4-(3-hydroxy-2-methylphenyl)-1-methyl-1H-pyrazolo[3,4-b]pyridine-6-carboxamide NC=1C(=C2C(=NC1C(=O)N)N(N=C2C#N)C)C2=C(C(=CC=C2)O)C